(2S)-3-[3-[3-[(2S)-2-Carboxy-2-[(3R)-pyrrolidin-3-yl]ethyl]-5-(trifluoromethyl)anilino]phenyl]-2-[(3R)-pyrrolidin-3-yl]propanoic acid C(=O)(O)[C@@H](CC=1C=C(NC=2C=C(C=CC2)C[C@H](C(=O)O)[C@@H]2CNCC2)C=C(C1)C(F)(F)F)[C@@H]1CNCC1